ClC1=CC(=C(N=N1)C(=O)NC)NC1=NN2C(C=CC(=C2)N2CC(C2)C(=O)N2CSCC2)=N1 6-chloro-N-methyl-4-((6-(3-(thiazolidine-3-carbonyl)azetidin-1-yl)-[1,2,4]triazolo[1,5-a]pyridin-2-yl)amino)pyridazine-3-carboxamide